1-(2-pyridyl)-1,2,4-triazol N1=C(C=CC=C1)N1N=CN=C1